N,N-dimethyl-2,3-bis[(9Z,12Z)-9,12-octadecadien-1-yloxy]-1-propanamine CN(CC(COCCCCCCCC\C=C/C\C=C/CCCCC)OCCCCCCCC\C=C/C\C=C/CCCCC)C